4-(Fmoc-amino)-1-butanol C(=O)(OCC1C2=CC=CC=C2C2=CC=CC=C12)NCCCCO